C(C=CCCCCC(=O)Cl)(=O)Cl octenedioyl chloride